4-(3-oxo-5,6,7,8-tetrahydro[1,2,4]triazolo[4,3-a]pyridin-2(3H)-yl)-2-[(2S)-pentan-2-yloxy]benzamide O=C1N(N=C2N1CCCC2)C2=CC(=C(C(=O)N)C=C2)O[C@@H](C)CCC